BrC=1C=NN(C1)C1(CN(C1)C=1C=2N(C=CC1)N=C(N2)NC=2C=NNC2)CC#N 2-[3-(4-bromopyrazol-1-yl)-1-[2-(1H-pyrazol-4-ylamino)-[1,2,4]triazolo[1,5-a]pyridin-8-yl]azetidin-3-yl]acetonitrile